Cl.Cl.NC[C@@H](C1=CC=CC=C1)NC1=N\C(\C(N1C)=O)=C/C=1C=C2C=NN(C2=CC1)C (5Z)-2-[[(1R)-2-Amino-1-phenyl-ethyl]amino]-3-methyl-5-[(1-methylindazol-5-yl)methylene]imidazol-4-one dihydrochloride